C(C)(C)(C)OC(N(C1=CC(=C(C=C1)OC)Br)CC=C)=O Allyl-(3-bromo-4-methoxyphenyl)carbamic acid tert-butyl ester